N,N-dimethylpiperazin-1-carboxamid CN(C(=O)N1CCNCC1)C